N1=CN=CC(=C1)CNC=1C2=C(N=CN1)NC=C2C(F)(F)F N-(pyrimidin-5-ylmethyl)-5-(trifluoromethyl)-7H-pyrrolo[2,3-D]pyrimidin-4-amine